ClC1=C2C(=NC=C1OC=1C=NN3C1C=NC=C3)N=C(N2C)NC2=CC(=CC(=C2)C(F)(F)F)OC[C@@H]2N(CCC2)C (R)-7-chloro-1-methyl-N-(3-((1-methylpyrrolidin-2-yl)methoxy)-5-(trifluoromethyl)phenyl)-6-(pyrazolo[1,5-a]pyrazin-3-yloxy)-1H-imidazo[4,5-b]pyridin-2-amine